CN(C1CCC(CC1)NC=1N=CC2=C(N1)N(C(C(=C2)C2=CC=C(C=N2)NS(=O)(=O)CCC)=O)C(C)C)C N-(6-(2-(((1r,4r)-4-(dimethylamino)cyclohexyl)amino)-8-isopropyl-7-oxo-7,8-dihydropyrido[2,3-d]pyrimidin-6-yl)pyridin-3-yl)propane-1-sulfonamide